2-(4-aminopyridin-2-yl)-N-(3-chloro-4-(2,6-dioxopiperidin-3-yl)-5-fluorobenzyl)-2-methylpropanamide NC1=CC(=NC=C1)C(C(=O)NCC1=CC(=C(C(=C1)F)C1C(NC(CC1)=O)=O)Cl)(C)C